4-amino-N-methyl-N-(1-(6-(trifluoromethyl)pyridazin-3-yl)ethyl)imidazo[1,5-a]quinoxaline-8-formamide NC=1C=2N(C3=CC(=CC=C3N1)C(=O)N(C(C)C=1N=NC(=CC1)C(F)(F)F)C)C=NC2